C(C)N1N=CC(=C1)C1=CC2=C(N(C=N2)C2=CC=C(C#N)C=C2)C=C1 4-[5-(1-Ethylpyrazol-4-yl)benzimidazol-1-yl]benzonitrile